2'-methylspiro[cyclobutane-1,1'-isoindoline]-3'-one CN1C2(C3=CC=CC=C3C1=O)CCC2